N-(propan-2-yl)azetidin-3-amine CC(C)NC1CNC1